CC1=CC(=CC=2OC3=CC(=CC(=C3NC12)C)C)C 1,3,7,9-Tetramethylphenoxazine